ClC1=C(C(=O)NC2=CC=C(C=C2)C2=NN(C(=C2)NC(=O)C=2C=C(OCCNC(NC=3C=CC(=C(C(=O)O)C3)C=3C4=CC=C(C=C4OC4=CC(C=CC34)=O)O)=S)C=CC2)C)C=CC=C1 5-(3-(2-(3-((3-(4-(2-chlorobenzamido)phenyl)-1-methyl-1H-pyrazol-5-yl)carbamoyl)phenoxy)ethyl)thioureido)-2-(6-hydroxy-3-oxo-3H-xanthen-9-yl)benzoic acid